CC(=CCC[C@]\\1(C/C=C(\\C(=O)/C=C/[C@@]([C@@H](/C=C1)OC(=O)C=C(C)C)(C)O)/CO)C)C The molecule is a vibsane diterpenoid that is (2Z,6E,10E)-cycloundeca-2,6,10-trien-1-one which is substituted at positions 2, 5, 5, 8, 9, and 9 by hydroxymethyl, methyl, 2-methylpent-2-en-5-yl, 3-methylbut-2-enoyloxy, hydroxy, and methyl groups, respectively (the 5S,8R,9R stereoisomer). It has been found to inhibit root growth in rice seedlings (IC50 0.14 mM). It has a role as a plant metabolite and a plant growth retardant. It is a vibsane diterpenoid, an enone, a cyclic terpene ketone and a tertiary alcohol. It derives from a 3-methylbut-2-enoic acid.